C(CC=C)N1C(C2=C(C(=C1)C1=CC(=CC(=C1)C(=O)N1CCOCC1)F)C=C(N2)C)=O 6-but-3-enyl-4-[3-fluoro-5-(morpholine-4-carbonyl)phenyl]-2-methyl-1H-pyrrolo[2,3-c]pyridin-7-one